1-(2-(4-(4-fluorobenzyl)piperazine-1-carbonyl)phenyl)ethanone methyl-(E)-4-(3-ethoxy-3-oxoprop-1-en-1-yl)-2-fluorobenzoate COC(C1=C(C=C(C=C1)\C=C\C(=O)OCC)F)=O.FC1=CC=C(CN2CCN(CC2)C(=O)C2=C(C=CC=C2)C(C)=O)C=C1